6-(3-amino-2-methylphenyl)-5-{3-fluoro-4-[(4-methylpyrimidin-2-yl)oxy]phenyl}-7,8-dihydro-6H-imidazo[2',3':5,1]pyrrolo[2,3-d]pyrimidin-4-amine NC=1C(=C(C=CC1)N1CCN2C1=C(C1=C2N=CN=C1N)C1=CC(=C(C=C1)OC1=NC=CC(=N1)C)F)C